FC(C1=CC=C(C=C1)NC1=C(C=CC=C1)C1=NN=C(O1)CCNC(OC(C)(C)C)=O)(F)F Tert-Butyl (2-(5-(2-((4-(trifluoromethyl)phenyl)amino)phenyl)-1,3,4-oxadiazol-2-yl)ethyl)carbamate